trans-4-[(4-[(5-methyl-1H-pyrazol-3-yl)amino]-5H-pyrrolo[3,2-d]pyrimidin-2-yl)amino]adamantan-1-ol CC1=CC(=NN1)NC=1C2=C(N=C(N1)NC1C3CC4(CC(CC1C4)C3)O)C=CN2